CN(CC=CC(=O)O)C 4-(dimethylamino)but-2-enoic acid